ClC1=C(C=C(C=N1)[C@@H]1C[C@@](CC1)(C(=O)O)CCC)C(F)(F)F cis-3-(6-chloro-5-(trifluoromethyl)pyridin-3-yl)-1-propylcyclopentane-1-carboxylic acid